FC1(CC(C1)C=1C=C(NN1)N)F 5-(3,3-difluorocyclobutyl)-2H-pyrazol-3-amine